(R)-1-phenylpropan-1-amine-d7 C1(=CC=CC=C1)[C@@](C(C([2H])([2H])[2H])([2H])[2H])(N[2H])[2H]